Ethyl-Ammonium 4-Nitrobenzoic Acid Salt [N+](=O)([O-])C1=CC=C(C(=O)[O-])C=C1.C(C)[NH3+]